(E)-1-(2-Hydroxy-4-tetradecoxyphenyl)-3-[4-(methoxymethoxy)phenyl]prop-2-en-1-one OC1=C(C=CC(=C1)OCCCCCCCCCCCCCC)C(\C=C\C1=CC=C(C=C1)OCOC)=O